FC1(CC(C1)CC=1OC(=CN1)C=1C=CC(=NC1C1=CC=2N(C=C1)N=C(N2)C)C#N)F 5-(2-((3,3-difluorocyclobutyl)methyl)oxazol-5-yl)-6-(2-methyl-[1,2,4]triazolo[1,5-a]pyridin-7-yl)picolinonitrile